O[C@H]1[C@@H]([C@@H]2[C@@H](O[C@@H](CCC2)CCC(=O)OC(C)C)C1)\C=C\[C@H](COC1=CC=CC=C1)O 2-Propanyl 3-{(2S,5aR,6R,7R,8aS)-7-hydroxy-6-[(1E,3R)-3-hydroxy-4-phenoxy-1-buten-1-yl]octahydro-2H-cyclopenta[b]oxepin-2-yl}propanoate